fmoc-1-amino-3,6-dioxa-8-octylamine hydrochloride Cl.C(=O)(OCC1C2=CC=CC=C2C2=CC=CC=C12)NCCOCCOCCN